2-tert-butoxy-2-oxo-N-(4-(2-oxopiperidin-1-yl)-phenyl)acetamide butyrate C(CCC)(=O)O.C(C)(C)(C)OC(C(=O)NC1=CC=C(C=C1)N1C(CCCC1)=O)=O